C1(CCCC1)C1=CC(=NN1)NC1=NC(=NC=C1)NC1CC2(CNC2)C1 N4-(5-cyclopentyl-1H-pyrazol-3-yl)-N2-(2-azaspiro[3.3]heptan-6-yl)pyrimidine-2,4-diamine